FC1=CC=C(C=C1)NC(=O)C1(CC1)C(=O)NC1=CC=C(C=C1)OC1=CC=NC2=CC=C(C=C12)C(NC1CN(C1)C)=O 1-N'-(4-fluorophenyl)-1-N-[4-[6-[(1-methylazetidin-3-yl)carbamoyl]quinolin-4-yl]oxyphenyl]cyclopropane-1,1-dicarboxamide